(N-quinolin-8-yl)-2-(trifluoromethyl)benzamide N1=CC=CC2=CC=CC(=C12)NC(C1=C(C=CC=C1)C(F)(F)F)=O